C(C)(C)OC=1C=C2C(=NNC2=CC1)C1=NC=NC(=C1)N1C[C@@H](NCC1)C 5-isopropoxy-3-[6-[(3S)-3-methylpiperazin-1-yl]pyrimidin-4-yl]-1H-indazole